(3-chlorophenyl)((2S,4R)-4-hydroxy-2-[3-{4-(trifluoromethoxy)phenyl}-1,2,4-oxadiazol-5-yl]pyrrolidin-1-yl)methanone ClC=1C=C(C=CC1)C(=O)N1[C@@H](C[C@H](C1)O)C1=NC(=NO1)C1=CC=C(C=C1)OC(F)(F)F